C1(=CC=CC=C1)C1(CC(=CC=C1)C1=CC=CC=C1)B(O)O 1,3-diphenyl-phenylboronic acid